C(C)(C)(C)[C@@H]1CC=2C=C3C(=NC2CC1)SC(=N3)C(=O)N[C@H](CCN3CCC(CC3)O)C3=CC(=CC=C3)C(N[C@H]3CNCC3)=O |r| rac-(7S)-7-tert-butyl-N-[rac-(1R)-3-(4-hydroxy-1-piperidyl)-1-[3-[[rac-(3R)-pyrrolidin-3-yl]carbamoyl]phenyl]propyl]-5,6,7,8-tetrahydrothiazolo[5,4-b]quinoline-2-carboxamide